(S)-6-(4-amino-5-methylpyrimidin-2-yl)-7,8-difluoro-2-(4-((6-oxo-5-(trifluoromethyl)-1,6-dihydropyridazin-4-yl)amino)pentyl)isoquinolin-1(2H)-one NC1=NC(=NC=C1C)C=1C=C2C=CN(C(C2=C(C1F)F)=O)CCC[C@H](C)NC=1C=NNC(C1C(F)(F)F)=O